C(C)(C)(C)OC(N[C@H](C(NCC1=CC=C(C=C1)OCC1=CC=C(C=C1)C(F)(F)F)=O)CCC)=O (S)-(1-oxo-1-((4-((4-(trifluoromethyl)benzyl)oxy)benzyl)amino)pent-2-yl)carbamic acid tert-butyl ester